tert-butyl N-[2-(dimethylamino)ethyl]-N-{2-methyl-4-[(5,6,7,8-tetrahydro-2,6-naphthyridin-3-yl)amino]phenyl}carbamate CN(CCN(C(OC(C)(C)C)=O)C1=C(C=C(C=C1)NC=1N=CC=2CCNCC2C1)C)C